CN(C)C(=O)C(F)(F)F 2,2,2-trifluoro-N,N-dimethylacetamide